4-(1-Naphthyl)-5-phenyl-2-(3-thienylmethyl)imidazole C1(=CC=CC2=CC=CC=C12)C=1N=C(NC1C1=CC=CC=C1)CC1=CSC=C1